FC1=C(C2=C(C(=C(C(=C2C(=C1F)F)F)F)F)F)[B-](C1=C(C(=C(C2=C(C(=C(C(=C12)F)F)F)F)F)F)F)(C1=C(C(=C(C2=C(C(=C(C(=C12)F)F)F)F)F)F)F)C1=C(C(=C(C2=C(C(=C(C(=C12)F)F)F)F)F)F)F.C(CC)[NH+](CCC)CCC tripropylammonium tetrakis(perfluoronaphthyl)borate